3-(2-Benzyloxyethyl)-6-chloro-1-(4-methoxybenzyl)-3a,7a-dihydro-1H-pyrazolo[3,4-b]pyridine C(C1=CC=CC=C1)OCCC1=NN(C2N=C(C=CC21)Cl)CC2=CC=C(C=C2)OC